7-(2-(piperidin-1-yl)pyrimidin-5-yl)benzo[d][1,3]dioxole-5-carboxamide N1(CCCCC1)C1=NC=C(C=N1)C1=CC(=CC2=C1OCO2)C(=O)N